FC(OC=1N=CC(=NC1)N[C@@H]1C[C@H](CC1)NC1=CC=C(C=N1)N1C(C=CC(=C1)C1=NN=NN1)=O)F 6'-(((1S,3S)-3-((5-(Difluoromethoxy)pyrazin-2-yl)amino)cyclopentyl)amino)-5-(1H-tetrazol-5-yl)-2H-[1,3'-bipyridin]-2-one